ClC1=CC=C(C=C1)C1=CC=NC(N1[C@H](CO)C)C=1C=NN(C1)C1CC1 6-(4-Chlorophenyl)-2-(1-cyclopropyl-1H-pyrazol-4-yl)-N-[(2S)-1-hydroxypropan-2-yl]pyrimidin